4-(2-Fluoro-5-(trifluoromethoxy)benzyl)-7-(4,4,5,5-tetramethyl-1,3,2-dioxaborolane-2-yl)-3,4-dihydrobenzo[f][1,4]oxazepine-5(2H)-one FC1=C(CN2CCOC3=C(C2=O)C=C(C=C3)B3OC(C(O3)(C)C)(C)C)C=C(C=C1)OC(F)(F)F